4-cyclopropyl-5-[4-[[3,5-difluoro-4-[1-methyl-4-(trifluoromethyl)imidazol-2-yl]phenyl]methoxy]pyrimidin-2-yl]-6-methoxy-pyrimidine C1(CC1)C1=NC=NC(=C1C1=NC=CC(=N1)OCC1=CC(=C(C(=C1)F)C=1N(C=C(N1)C(F)(F)F)C)F)OC